8-[2-(1-methyl-2,6-dioxopiperidin-3-yl)-1-oxo-3H-isoindol-4-yl]oct-7-ynoic acid CN1C(C(CCC1=O)N1C(C2=CC=CC(=C2C1)C#CCCCCCC(=O)O)=O)=O